4-[4-(tert-butoxycarbonyl)-2,2-dimethylpiperazine-1-carbonyl]-3-cyanopyridin-1-ium-1-olate C(C)(C)(C)OC(=O)N1CC(N(CC1)C(=O)C1=C(C=[N+](C=C1)[O-])C#N)(C)C